1-palmitoyl-2-stearoyl-sn-glycero-3-phosphate C(CCCCCCCCCCCCCCC)(=O)OC[C@@H](OC(CCCCCCCCCCCCCCCCC)=O)COP(=O)(O)O